4-(dimethoxymethyl)-2,6-dimethylphenylmethylamine COC(C1=CC(=C(C(=C1)C)CN)C)OC